[Cl-].C(OC)([O-])=O methyl carbonate chloride